5-(4-(dibenzo[b,d]thiophen-2-yl)-6-phenyl-1,3,5-triazin-2-yl)-2-fluorobenzonitrile C1=C(C=CC=2SC3=C(C21)C=CC=C3)C3=NC(=NC(=N3)C3=CC=CC=C3)C=3C=CC(=C(C#N)C3)F